tert-butyl 4-(3-(tosyloxy) propyl)piperazine-1-carboxylate S(=O)(=O)(C1=CC=C(C)C=C1)OCCCN1CCN(CC1)C(=O)OC(C)(C)C